tert-butyl N-[5-[[4-[(6,7-dimethoxy-1,5-naphthyridin-4-yl)oxy]-3-fluorophenyl]carbamoyl]-1-(4-fluorophenyl)-6-oxopyrimidin-2-yl]carbamate COC=1N=C2C(=CC=NC2=CC1OC)OC1=C(C=C(C=C1)NC(=O)C1=CN=C(N(C1=O)C1=CC=C(C=C1)F)NC(OC(C)(C)C)=O)F